CN1C(C2=CC=CC=C2C1)=O 2-methyl-1-oxoisoindoline